ethyl 4-(((1R,3R)-3-(2-cyanoacetoxy)cyclopentyl)(methyl)amino)-1H-pyrrolo[2,3-b]pyridine-5-carboxylate C(#N)CC(=O)O[C@H]1C[C@@H](CC1)N(C1=C2C(=NC=C1C(=O)OCC)NC=C2)C